{3-[4-(1H-indazol-5-ylamino)-2-quinazolinyl]phenoxy}-N-(propan-2-yl)acetamide N1N=CC2=CC(=CC=C12)NC1=NC(=NC2=CC=CC=C12)C=1C=C(OCC(=O)NC(C)C)C=CC1